[Sb+5].C(CCCCC(C)C)C(C(=O)[O-])S.C(CCCCC(C)C)C(C(=O)[O-])S.C(CCCCC(C)C)C(C(=O)[O-])S.C(CCCCC(C)C)C(C(=O)[O-])S.C(CCCCC(C)C)C(C(=O)[O-])S penta(isooctyl thioglycolate) antimony